C1=C(C=CC2=CC(=CC=C12)B(O)O)B(O)O 2,6-naphthalenediboronic acid